[3-[4-(4-Fluorophenoxy)phenyl]azetidin-1-yl]-[(3S)-3-(1H-triazol-5-yl)pyrrolidin-1-yl]methanone FC1=CC=C(OC2=CC=C(C=C2)C2CN(C2)C(=O)N2C[C@H](CC2)C2=CN=NN2)C=C1